(tert-butoxycarbonyl)-7-formyl-2H-spiro[benzofuran-3,3'-pyrrolidine]-6-carboxylic acid C(C)(C)(C)OC(=O)N1CC2(CC1)COC1=C2C=CC(=C1C=O)C(=O)O